CN1CCC(CC1)NC=1C=2C=C(N(C2C=CC1)CC(F)(F)F)C1=NNC(=C1)CNC1=CC=C(C=C1)S(=O)(=O)C N-(1-methylpiperidin-4-yl)-2-(5-(((4-(methylsulfonyl)phenyl)amino)methyl)-1H-pyrazol-3-yl)-1-(2,2,2-trifluoroethyl)-1H-indol-4-amine